BrCCCCCC(=O)OCCCCCCCCCCC(C)C 11-methyldodecyl 6-bromohexanoate